NC1=NC=CC2=C1N(C(N2[C@H](CCC(=O)O)CNC(C=C)=O)=O)C2=CC=C(C=C2)OC2=CC=CC=C2 (4R)-4-[4-amino-2-oxo-3-(4-phenoxyphenyl)imidazo[4,5-c]pyridin-1-yl]-5-(prop-2-enoylamino)pentanoic acid